COC=1C(=NSC1C(=O)OC)C1=CC=CC=C1 METHYL 4-METHOXY-3-PHENYLISOTHIAZOLE-5-CARBOXYLATE